1-((1-acryloyl-3-fluoroazetidin-3-yl)methyl)-7-chloro-6-(2,3-dichlorophenyl)-4-(2-isopropyl-4-methylpyridin-3-yl)-1,4-dihydropyrido[2,3-b]pyrazine C(C=C)(=O)N1CC(C1)(F)CN1C2=C(N(C=C1)C=1C(=NC=CC1C)C(C)C)N=C(C(=C2)Cl)C2=C(C(=CC=C2)Cl)Cl